C(C)(C)(C)OC(N(C)CC(=O)NC1=NC(=CC=C1)Br)=O.FC1(CC1)C(CC(=O)N[C@@H](C)C1=CC(=CC=C1)OC(F)(F)F)(C)O 3-(1-fluorocyclopropyl)-3-hydroxy-N-((S)-1-(3-(trifluoromethoxy)phenyl)ethyl)butanamide tert-butyl-(2-((6-bromopyridin-2-yl)amino)-2-oxoethyl)(methyl)carbamate